BrC1=CC=C2C(=N1)C(N(C2)C(=O)OC(C)(C)C)=O tert-butyl 2-bromo-7-oxo-5,7-dihydro-6H-pyrrolo[3,4-b]pyridine-6-carboxylate